ClC1=C2C=C(NC2=CC=C1)C(=O)N1[C@@H]([C@@H]2[C@H](C1)CCC2)C(=O)O (1s,3ar,6as)-2-(4-chloro-1H-indole-2-carbonyl)octahydrocyclopenta[c]pyrrole-1-carboxylic acid